(2R)-1-fluoropropan-2-amine FC[C@@H](C)N